CC1(N(CCOC1)CCC=O)C 3-(3,3-dimethylmorpholin-4-yl)propan-1-one